tert-butyl 4'-[(1-{[4-(trifluoromethyl)phenyl]carbamoyl}-D-prolyl)amino][1,1'-biphenyl]-4-carboxylate FC(C1=CC=C(C=C1)NC(=O)N1[C@H](CCC1)C(=O)NC1=CC=C(C=C1)C1=CC=C(C=C1)C(=O)OC(C)(C)C)(F)F